((5-Chloro-4-(cyclopentylamino)pyrimidin-2-yl)amino)-7-ethylbenzo[c][1,2]oxaborole-1(3H)-ol ClC=1C(=NC(=NC1)NC1C2=C(B(O1)O)C(=CC=C2)CC)NC2CCCC2